(7-chloro-1H-benzo[d]imidazol-2-yl)(7-methyl-7,8-dihydropyrido[4,3-d]pyrimidin-6(5H)-yl)methanone ClC1=CC=CC2=C1NC(=N2)C(=O)N2CC1=C(N=CN=C1)CC2C